ClC=1C=C(C=CC1C(=O)N1CCN(CC1)C(CN(C)C)=O)NC(=O)C=1N(C(=CN1)C1=C(C(=C(C=C1)OC)F)F)C N-[3-chloro-4-[4-[2-(dimethylamino)acetyl]piperazine-1-carbonyl]phenyl]-5-(2,3-difluoro-4-methoxy-phenyl)-1-methyl-imidazole-2-carboxamide